2-tert-butylpyridin-3-yl trifluoromethanesulfonate FC(S(=O)(=O)OC=1C(=NC=CC1)C(C)(C)C)(F)F